N-(5-chloro-6-(4-(hydroxymethyl)-2H-1,2,3-triazol-2-yl)pyridin-3-yl)-1-(1-oxo-1,2-dihydroisoquinolin-5-yl)-5-(trifluoromethyl)-1H-pyrazole-4-carboxamide ClC=1C=C(C=NC1N1N=CC(=N1)CO)NC(=O)C=1C=NN(C1C(F)(F)F)C1=C2C=CNC(C2=CC=C1)=O